3-(1,2-dibromo-3-((tert-butyldimethylsilyl)oxy)propan-2-yl)-5-(4-methoxy-3-propoxyphenyl)pyridine BrCC(CO[Si](C)(C)C(C)(C)C)(Br)C=1C=NC=C(C1)C1=CC(=C(C=C1)OC)OCCC